N,N,N',N'-tetrakis-(2-pyridylmethyl)-ethylenediamine N1=C(C=CC=C1)CN(CCN(CC1=NC=CC=C1)CC1=NC=CC=C1)CC1=NC=CC=C1